C[C@@H]1CN2C(O1)=NC(=C2)C2=C(C=CC(=C2)N)NC2=NC=C(C=C2)C(F)(F)F (R)-2-(2-methyl-2,3-dihydroimidazo[2,1-B]oxazol-6-yl)-N1-(5-(trifluoromethyl)pyridin-2-yl)benzene-1,4-diamine